1-methyl-4-(1-methylethenyl)-cyclohexene CC1=CCC(CC1)C(=C)C